(1R,2S,6R)-2-(4-bromophenyl)-6-(hydroxymethyl)cyclohexane-1-carboxylic acid BrC1=CC=C(C=C1)[C@@H]1[C@H]([C@@H](CCC1)CO)C(=O)O